C(C)(=O)N.[K] potassium acetamidate